ClC=1C(=C(C=CC1)NC1=CNC2=C1C(NCC2)=O)OC 3-[(3-chloro-2-methoxyphenyl)amino]-1H,5H,6H,7H-pyrrolo[3,2-c]pyridin-4-one